C(C1=CC=CC=C1)C1(C(=O)OCCCC1)CC1=CC=CC=C1 dibenzyl-ε-caprolactone